5-(1-((3-(3-ethylureido)isothiazol-5-yl)methyl)piperidin-4-yl)-6-fluoro-N-methylpicolinamide C(C)NC(NC1=NSC(=C1)CN1CCC(CC1)C=1C=CC(=NC1F)C(=O)NC)=O